N-[3-(N,S-dimethylsulfonimidoyl)phenyl]-4-(4-fluoro-2-methoxy-phenoxy)-6-(trifluoromethyl)pyridine CN=S(=O)(C)C=1C=C(C=CC1)N1CC=C(C=C1C(F)(F)F)OC1=C(C=C(C=C1)F)OC